ClC1=C(C=CC=C1)C#CC=1C(=C2C(C=C(NC2=CC1F)C=1C=C(C#N)C=CC1S(=O)(=O)C)=O)F 3-(6-((2-Chlorophenyl)ethynyl)-5,7-difluoro-4-oxo-1,4-dihydroquinolin-2-yl)-4-(methylsulfonyl)benzonitrile